α-phenylethyl alcohol C1(=CC=CC=C1)C(C)O